C(=CC)C1CCC(CC1)C1CCC(CC1)CCC 1-(prop-1-enyl)-4-(4-propylcyclohexyl)cyclohexane